N1=CN=CC(=C1)C=1C=C(C=CC1)N1CCCCC1 1-(3-(pyrimidin-5-yl)phenyl)piperidine